3-[5,7-difluoro-2-(4-fluorophenyl)-1H-indol-3-yl]cyclopentanecarboxylic acid FC=1C=C2C(=C(NC2=C(C1)F)C1=CC=C(C=C1)F)C1CC(CC1)C(=O)O